ClC(=C[C@@H]1C([C@@H]1C(=O)O[C@@H](C1=CC(=CC=C1)OC1=CC=CC=C1)C#N)(C)C)Cl (S)-α-cyano-3-phenoxybenzyl (1R,3R)-3-(2,2-dichlorovinyl)-2,2-dimethylcyclopropanecarboxylate